((1R,2R)-2-aminocyclopentyl)methanol tert-Butyl-(4-oxobutyl)carbamate C(C)(C)(C)N(C(=O)OC[C@H]1[C@@H](CCC1)N)CCCC=O